tridec-8-en-5-one CCCCC(CCC=CCCCC)=O